2-(but-2-yn-1-yl)-5-fluoro-4-methylbenzo[d]isothiazol C(C#CC)N1SC2=C(C1)C(=C(C=C2)F)C